FC1=CC(=CC=2NC(=NC21)C2=CC(=CN2)C(=O)C2=C(C=CC=C2)C(F)(F)F)N2CCC(CC2)(C(F)(F)F)O (5-(4-fluoro-6-(4-hydroxy-4-(trifluoromethyl)piperidin-1-yl)-1H-benzo[d]imidazol-2-yl)-1H-pyrrol-3-yl)(2-(trifluoromethyl)phenyl)methanone